COC=1C=C2CCN(CC2=CC1N1CN=CC2=CC=C(C=C12)C=1C=NC=CC1C)C N-(6-methoxy-2-methyl-1,2,3,4-tetrahydroisoquinolin-7-yl)-7-(4-methylpyridin-3-yl)quinazolin